zinc hydroxypropyl ricinoleate C(CCCCCCC\C=C/C[C@H](O)CCCCCC)(=O)OCCCO.[Zn]